6-(2-chloro-5-fluorophenyl)-6-hydroxy-7-(4-methoxybenzyl)-5-nitro-8-oxo-1,6,7,8-tetrahydropyrrolo[3,4-g]indazole-3-carbonitrile ClC1=C(C=C(C=C1)F)C1(N(C(C=2C1=C(C=C1C(=NNC21)C#N)[N+](=O)[O-])=O)CC2=CC=C(C=C2)OC)O